P(O)(=O)(OP(=O)(O)O)OC[C@@H]1[C@H]([C@H]([C@@H](O1)N1C(=O)N=C(N)C(=C1)CO)O)O 5-hydroxymethylcytidine diphosphate